1-amino-3-methyl-4-[(2-hydroxyethyl)amino]-6-nitrobenzene NC1=CC(=C(C=C1[N+](=O)[O-])NCCO)C